CNC1C(CC(CC1)CC)NC 1,2-dimethylamino-4-ethylcyclohexane